Cl.ClC=1C=2N(C=C(N1)C)C=C(N2)N 8-chloro-6-methylimidazo[1,2-a]pyrazin-2-amine hydrochloride